Cl.N[C@H](C1=NC2=C(N1COCC[Si](C)(C)C)C=CC(=C2)[C@@H](C)NC(CCC(F)(F)F)=O)[C@H]2CC(CCC2)(F)F N-((R)-1-(2-((S)-Amino((R)-3,3-difluorocyclohexyl)methyl)-1-((2-(trimethylsilyl)ethoxy)methyl)-1H-benzo[d]imidazol-5-yl)ethyl)-4,4,4-trifluorobutanamide hydrochloride